4-Chloro-2-((2R,3S,4S,5R)-3-(3,4-difluoro-2-methoxyphenyl)-4,5-dimethyl-5-(trifluoromethyl)tetrahydrofuran-2-yl)quinoline-6-carboxylic acid ClC1=CC(=NC2=CC=C(C=C12)C(=O)O)[C@@H]1O[C@]([C@H]([C@H]1C1=C(C(=C(C=C1)F)F)OC)C)(C(F)(F)F)C